N[C@H]1CS(C2=C(N(C1=O)CC1=CC=C(C=C1)C1=CC=C(C=C1)OC)C=C(C(=C2)F)C=2C=NC=C(C2)Cl)(=O)=O (3R)-3-amino-7-(5-chloro-3-pyridinyl)-8-fluoro-5-[[4-(4-methoxyphenyl)phenyl]methyl]-1,1-dioxo-2,3-dihydro-1λ6,5-benzothiazepine-4-One